O1C(=NN=C1)C=1C=CC(=C(C1)NS(=O)(=O)C=1C=C(C(=O)OC)C=CC1CC)N1CCCCC1 methyl 3-(N-(5-(1,3,4-oxadiazol-2-yl)-2-(piperidin-1-yl) phenyl) sulfamoyl)-4-ethylbenzoate